6-methoxy-2-methyl-1-oxo-2,3-dihydro-1H-indene-2-carboxylic acid methyl ester COC(=O)C1(C(C2=CC(=CC=C2C1)OC)=O)C